(R)-5-oxo-N-(4-((4-(4-(trifluoromethyl)piperidin-1-yl)phenyl)amino)benzyl)pyrrolidine-2-carboxamide O=C1CC[C@@H](N1)C(=O)NCC1=CC=C(C=C1)NC1=CC=C(C=C1)N1CCC(CC1)C(F)(F)F